C(C)(=O)N1CC(CCC1)N1C(C(=CC2=C1N=C(N=C2)NC2=CC=C(C=C2)N2CCN(CC2)C)OC2=C(C=CC=C2)N)=O 8-(1-acetyl-3-piperidyl)-6-(2-aminophenoxy)-2-[4-(4-methylpiperazin-1-yl)anilino]pyrido[2,3-d]pyrimidin-7-one